5-((2,5-difluorobenzyl)oxy)-3-(1-(difluoromethyl)-1H-pyrazol-4-yl)pyrazolo[1,5-a]pyrimidine FC1=C(COC2=NC=3N(C=C2)N=CC3C=3C=NN(C3)C(F)F)C=C(C=C1)F